3,5-dimethyl-2-carboxy-4-pyridone CC1C(=NC=C(C1=O)C)C(=O)O